3,5-difluoro-4-[[4-methyl-5-(2-quinolyl)-1,2,4-triazol-3-yl]sulfanyl]benzenecarbohydroxamic acid FC=1C=C(C=C(C1SC1=NN=C(N1C)C1=NC2=CC=CC=C2C=C1)F)C(=O)NO